[I-].C1(CCCCC1)(CC[N+](CC)(CC)C)CC[N+](C)(CC)CC.[I-] 2,2'-(cyclohexane-1,1-diyl)bis(N,N-diethyl-N-methylethan-1-aminium) iodide